CC1=C(OCCN2CCOCC2)C=CC=C1B1OC(C(O1)(C)C)(C)C 4-(2-(2-methyl-3-(4,4,5,5-tetramethyl-1,3,2-dioxaborolan-2-yl)phenoxy)ethyl)morpholine